3-[1-(3-Bromo-isoxazol-5-yl)-1-hydroxy-methylidene]-6-chloro-5-[4-(1-hydroxymethyl-cyclopropyl)-phenyl]-1,3-dihydro-indol-2-one BrC1=NOC(=C1)C(O)=C1C(NC2=CC(=C(C=C12)C1=CC=C(C=C1)C1(CC1)CO)Cl)=O